FC(N1C2=C(C=3C=CC(=CC13)C=1C=C3CCN(C(C3=CC1)C)CCCCCOC=1C=C3C(N(C(C3=CC1)=O)C1C(NC(CC1)=O)=O)=O)C=NC=C2)F 5-((5-(6-(5-(difluoromethyl)-5H-pyrido[4,3-b]indol-7-yl)-1-methyl-3,4-dihydroisoquinolin-2(1H)-yl)pentyl)oxy)-2-(2,6-dioxopiperidin-3-yl)isoindoline-1,3-dione